BrC=1C=C2C(=C(C=NC2=CC1OCCCOC)C(=O)Cl)Cl 6-bromo-4-chloro-7-(3-methoxypropoxy)quinoline-3-carbonyl chloride